BrC=1C(=NC=C(C=O)C1)OC 5-bromo-6-methoxynicotinaldehyde